2-(4-bromo-1-methyl-1H-pyrazol-3-yl)-5-fluoropyridine BrC=1C(=NN(C1)C)C1=NC=C(C=C1)F